C(C=CCCCC)(=O)Cl heptenoyl chloride